isoeicosyl oleate C(CCCCCCC\C=C/CCCCCCCC)(=O)OCCCCCCCCCCCCCCCCCC(C)C